C(C[C@H](CC(=O)[O-])[NH3+])C[NH3+] The molecule is an amino-acid cation that is the conjugate acid of 3,6-diaminohexanoic acid resulting from protonation of both amino groups and deprotonation of the carboxy group; major species at pH 7.3. It is a conjugate acid of a (3R)-3,6-diaminohexanoic acid.